2,2-difluorocyclopentan-1-one FC1(C(CCC1)=O)F